C1(=CC=CC=C1)C1(C2=CC=CC=C2C=2C=CC(=CC12)B(O)O)C1=CC=CC=C1 9,9-diphenyl-9H-fluoren-2-ylboronic acid